NC1C#CCCC1 3-aminocyclohexyn